(3R-4S)-7-hydroxymethyl-2,2,9-trimethyl-4-(phenethylamino)-3,4-dihydro-2H-pyrano[2,3-g]quinoline-3-ol OCC1=NC=2C=C3C(=CC2C(=C1)C)OC([C@@H]([C@H]3NCCC3=CC=CC=C3)O)(C)C